5-cyano-2-(4-(2,4-difluorophenoxy)piperidin-1-yl-4-(dimethylcarbamoyl)phenyl)-2-methoxynicotinamide C(#N)C=1C=NC(C(C(=O)N)C1)(OC)C1=C(C=C(C=C1)C(N(C)C)=O)N1CCC(CC1)OC1=C(C=C(C=C1)F)F